C1(CC1)C=1C=C(C(=NC1)C(=O)N([C@@H]1CNC[C@@H](C1)C(=O)N1[C@H](COCC1)C)CC(C)C)NC1CC(C1)OC 5-cyclopropyl-N-isobutyl-3-(((1r,3S)-3-methoxycyclobutyl)amino)-N-((3S,5r)-5-((S)-3-methylmorpholine-4-carbonyl)piperidin-3-yl)pyridinecarboxamide